CN1CC(C1)(C)[C@@](O)(C=1C=NC=C(C1)C1=NN(C(=N1)C1CCOCC1)C(C)C)C1=CC=C(C=C1)C(C)C (R)-(1,3-dimethyl-azetidin-3-yl)-(4-isopropyl-phenyl)-{5-[1-isopropyl-5-(tetrahydro-pyran-4-yl)-1H-[1,2,4]triazol-3-yl]-pyridin-3-yl}-methanol